C(=O)(O)C=1C=C(C=CC1O)C=1C=CC(=C(C(=O)O)C1)O 5-(3-carboxyl-4-hydroxy-phenyl)-2-hydroxy-benzoic acid